(+)-(4aR,8aS)-6-[4-[2-Fluoro-4-(trifluoromethyl)phenoxy]piperidin-1-carbonyl]-4,4a,5,7,8,8a-hexahydropyrido[4,3-b][1,4]oxazin-3-on FC1=C(OC2CCN(CC2)C(=O)N2C[C@@H]3[C@@H](OCC(N3)=O)CC2)C=CC(=C1)C(F)(F)F